C(#N)CC=1C=C(CNCCCCOCCOC2=NC3=C(C4=CN=CC=C24)C=CC(=C3)C(=O)O)C=C(C1)C 5-(2-(4-((3-(cyanomethyl)-5-methylbenzyl)amino)butoxy)ethoxy)benzo[c][2,6]naphthyridine-8-carboxylic acid